2-[1H-benzimidazol-2-yl-[5-fluoro-2-(methoxymethoxy)phenyl]methyl]-6-[4-(1-methylazetidin-3-yl)phenyl]isoindolin-1-one N1C(=NC2=C1C=CC=C2)C(N2C(C1=CC(=CC=C1C2)C2=CC=C(C=C2)C2CN(C2)C)=O)C2=C(C=CC(=C2)F)OCOC